1-[6-(1,1-Difluorobutyl)-3,3-dimethyl-1H,2H,3H-pyrrolo[3,2-b]pyridin-1-yl]-2-[(2R,5R)-2-{[(3R)-3-ethylmorpholin-4-yl]methyl}-5-methylpiperazin-1-yl]ethan-1-one dihydrochloride Cl.Cl.FC(CCC)(F)C=1C=C2C(=NC1)C(CN2C(CN2[C@H](CN[C@@H](C2)C)CN2[C@@H](COCC2)CC)=O)(C)C